Bis-[3-(triethoxysilyl) propyl] tetrasulfide C(C)O[Si](CCCSSSSCCC[Si](OCC)(OCC)OCC)(OCC)OCC